FC1=C(C=CC(=C1)F)C1=NN=C(O1)NC1CC2(CC(C2)OC2=C(C(=O)N)C=CC=N2)C1 2-(((2S,4s,6S)-6-((5-(2,4-difluorophenyl)-1,3,4-oxadiazol-2-yl)amino)spiro[3.3]heptan-2-yl)oxy)nicotinamide